2-fluoro-6-methyl-N-(1H-pyrazol-3-yl)benzamide FC1=C(C(=O)NC2=NNC=C2)C(=CC=C1)C